4-((2-((4-Amino-3-(4-hydroxyphenyl)-1H-pyrazolo[3,4-d]pyrimidin-1-yl)methyl)-5-ethynyl-4-oxoquinazolin-3(4H)-yl)methyl)benzonitrile NC1=C2C(=NC=N1)N(N=C2C2=CC=C(C=C2)O)CC2=NC1=CC=CC(=C1C(N2CC2=CC=C(C#N)C=C2)=O)C#C